(2Z)-2-[[5-(3-Chlorophenyl)-2-furanyl]methylene]benzo[b]thiophen-3(2H)-one ClC=1C=C(C=CC1)C1=CC=C(O1)\C=C/1\C(C2=C(S1)C=CC=C2)=O